(cis)-[2-amino-4-(trifluoromethoxy)phenyl]-[4-[2-(3-hydroxycyclobutyl)-3H-imidazo[4,5-b]pyridin-7-yl]-1-piperidyl]methanone NC1=C(C=CC(=C1)OC(F)(F)F)C(=O)N1CCC(CC1)C1=C2C(=NC=C1)NC(=N2)[C@@H]2C[C@@H](C2)O